C(C)(C)(C)OC(C(COC1=CC=C(C=C1)C1=C(N=[N+](C=C1)C)NCCCNC(=O)OC(C)(C)C)ON1C(C2=CC=CC=C2C1=O)=O)=O 4-(3-(tert-butoxy)-2-((1,3-dioxoisoindolin-2-yl)oxy)-3-oxopropoxy)phenyl-3-((3-((tert-butoxycarbonyl)amino)propyl)amino)-1-methylpyridazin-1-ium